1-(4-fluorophenyl)pyrrole-2-carbonitrile FC1=CC=C(C=C1)N1C(=CC=C1)C#N